CC=1C=C(\C=N\NC2=C3N=CN(C3=NC(=N2)N2CCOCC2)C=2C=C(C=CC2)O)C=CC1 (E)-3-(6-(2-(3-methylbenzylidene)hydrazinyl)-2-morpholino-9H-purin-9-yl)phenol